(-)-N-(1-(3-cyanophenyl)-3-cyclopropylmethylene)-2-methylpropane-2-sulfinamide C(#N)C=1C=C(C=CC1)C1CC1C=NS(=O)C(C)(C)C